C(C(=C)C)(=O)OC1C2C3COC(C3C(C1)C2)=O 8-methacryloyloxy-4-oxatricyclo[5.2.1.02,6]decan-3-one